2-(1-methylpropyl)-cyclohexanone CC(CC)C1C(CCCC1)=O